phenyl-3-benzyl-benzofuranone tert-Butyl-(3R)-3-[1-[(3-bromophenyl)methyl]-2-methoxy-1-methyl-2-oxo-ethyl]pyrrolidine-1-carboxylate C(C)(C)(C)OC(=O)N1C[C@H](CC1)C(C(=O)OC)(C)CC1=CC(=CC=C1)Br.C1(=CC=CC=C1)C1=CC=CC2=C1C(C(O2)=O)CC2=CC=CC=C2